C(C=C)(=O)OCCCCCN=C=O 5-acryloyl-Oxy-n-pentyl isocyanate